(R)-2-methyl-N-(2-methyl-4-(N-methyl-N-(1-(piperidin-4-yl)ethyl)sulfamoyl)phenyl)benzamide CC1=C(C(=O)NC2=C(C=C(C=C2)S(N([C@H](C)C2CCNCC2)C)(=O)=O)C)C=CC=C1